ClC=1C=C(C=C(C1OC=1C(=C2C3=C(NC2=C(C1)F)COCC3(C)C)C(F)(F)F)Cl)N3N=C(C(NC3=O)=O)C#N 2-(3,5-Dichloro-4-((8-fluoro-4,4-dimethyl-5-(trifluoromethyl)-1,3,4,9-tetrahydro-pyrano[3,4-b]indol-6-yl)oxy)phenyl)-3,5-dioxo-2,3,4,5-tetrahydro-1,2,4-triazine-6-carbonitrile